3-[2-(2,4,6-trimethoxyphenyl)-2-oxoethyl]-1-methylimidazole COC1=C(C(=CC(=C1)OC)OC)C(CN1CN(C=C1)C)=O